3-isopropoxy-1-methyl-4-nitro-1H-pyrazole C(C)(C)OC1=NN(C=C1[N+](=O)[O-])C